C(N)(=O)[C@@H]1C[C@@]2(CN1C(=O)OCCCC)C(N(C1=C(O2)C=C(C=C1F)F)C)=O butyl (2R,5'S)-5'-carbamoyl-5,7-difluoro-4-methyl-3-oxo-3,4-dihydrospiro[benzo[b][1,4]oxazine-2,3'-pyrrolidine]-1'-carboxylate